NCCCCCCC1=C(C=CC=C1)C1=C(C=CC(=N1)N)N1N=C(C=C1)OCC(C(F)(F)F)(C)C 6-[2-(6-aminohexyl)phenyl]-5-[3-(3,3,3-trifluoro-2,2-dimethyl-propoxy)pyrazol-1-yl]pyridin-2-amine